FC1=C(C=NC(=C1)F)S(=O)(=O)ON=C(CS(=O)(=O)C(C)(C)C)N N'-{[(4,6-difluoropyridin-3-yl)sulfonyl]oxy}-2-(2-methylpropane-2-sulfonyl)ethanimidamide